iron (II) dichloromethane palladium chloride [Pd](Cl)Cl.ClCCl.[Fe+2]